C[C@H]1O[C@H](CC(C1)N1[C@H]2[C@@](CCC1)(CCC2)COC=2N=C(C1=C(N2)C(=C(N=C1OC)C1=C2C=NNC2=CC(=C1Cl)C)F)O)C 2-{[(4aS,7aR)-1-[(2R,4r,6S)-2,6-dimethyloxan-4-yl]-octahydro-1H-cyclopenta[b]pyridin-4a-yl]methoxy}-7-(5-chloro-6-methyl-1H-indazol-4-yl)-8-fluoro-5-methoxypyrido[4,3-d]pyrimidin-4-ol